4-chloro-3-[({1-[4-(2-cyclopropoxyphenyl)pyridin-3-yl]cyclopropyl}amino)methyl]phenyl-N-[(2S,3R,4R,5R)-2,3,4,5,6-pentahydroxyhexyl]hexanamide ClC1=C(C=C(C=C1)C(C(=O)NC[C@@H]([C@H]([C@@H]([C@@H](CO)O)O)O)O)CCCC)CNC1(CC1)C=1C=NC=CC1C1=C(C=CC=C1)OC1CC1